CN1C(C=CC=2C(=CC=NC12)C1=CC=C(CNS(=O)(=O)N)C=C1)=O N-(4-(8-methyl-7-oxo-7,8-dihydro-1,8-naphthyridin-4-yl)benzyl)sulfamide